(Z)-4-(6-(2-Fluoro-2-(6-(pyridazin-4-yl)pyridin-2-yl)vinyl)-3-phenoxy-2-(trifluoromethyl)phenyl)-9-(2-methoxyethyl)-1-oxa-4,9-diazaspiro[5.5]undecane F\C(=C/C1=CC=C(C(=C1N1CCOC2(C1)CCN(CC2)CCOC)C(F)(F)F)OC2=CC=CC=C2)\C2=NC(=CC=C2)C2=CN=NC=C2